triazine disodium salt [Na].[Na].N1=NN=CC=C1